2'-fluoro-3'-methyl-guanosine-3'-phosphorothioate P(O)(O)(=S)O[C@]1([C@]([C@@H](O[C@@H]1CO)N1C=NC=2C(=O)NC(N)=NC12)(O)F)C